COC(NCC1CCN(CC1)CC1=CC(=NC(=C1)OC=1C=NC(=NC1)N1CCN(CC1)C)C1=CC(=CC(=C1)Cl)Cl)=O methyl((1-((2-(3,5-dichlorophenyl)-6-((2-(4-methylpiperazin-1-yl)pyrimidin-5-yl)oxy)pyridin-4-yl)methyl)piperidin-4-yl)methyl)carbamate